The molecule is a cyclic spermidine alkaloid that is 2-phenyl-1,5,9-triazacyclotridecan-4-one in which the amino hydrogen at position 9 has been replaced by a benzoyl group. It is a member of benzamides, a spermidine alkaloid, a lactam and an azamacrocycle. C1CCN(CCCNC(=O)C[C@H](NC1)C2=CC=CC=C2)C(=O)C3=CC=CC=C3